5-fluoro-1-[4-(4-fluorophenyl)-2-pyrazol-1-yl-cyclopentyl]piperidin FC1CCCN(C1)C1C(CC(C1)C1=CC=C(C=C1)F)N1N=CC=C1